ClC1=CC(=C2C=C(NC2=C1)C(=O)N[C@H](C(=O)N[C@H](C(=O)OC)C[C@H]1C(NCCC1)=O)CC(C)(C)C)OC Methyl (2S)-2-[[(2S)-2-[(6-chloro-4-methoxy-1H-indole-2-carbonyl)amino]-4,4-dimethyl-pentanoyl]amino]-3-[(3S)-2-oxo-3-piperidyl]propanoate